7-bromo-2-(1-tert-butoxycarbonyl-3,6-dihydro-2H-pyridin-5-yl)-1-ethyl-indole-5-carboxylic acid BrC=1C=C(C=C2C=C(N(C12)CC)C1=CCCN(C1)C(=O)OC(C)(C)C)C(=O)O